BrC1=C(N=C(S1)\C=C\C1=CC=CC=C1)C (E)-5-bromo-4-methyl-2-styrylthiazole